Octanethioic acid C(CCCCCCC)(O)=S